6-(1-((1,5-dimethyl-1H-pyrazol-4-yl)sulfonyl)piperidin-4-yl)-7-(trifluoromethoxyl)-[1,2,4]triazolo[1,5-a]pyridine CN1N=CC(=C1C)S(=O)(=O)N1CCC(CC1)C=1C(=CC=2N(C1)N=CN2)OC(F)(F)F